C1(CC1)C=1C(=C2C=CNC2=C(C1)C)CN1C(CC2(CC(C2)C#N)CC1)C1=CC=C(C=C1)C(=O)N1CC2(C1)CN(C2)CC 7-((5-cyclopropyl-7-methyl-1H-indol-4-yl)methyl)-6-(4-(6-ethyl-2,6-diazaspiro[3.3]heptane-2-carbonyl)phenyl)-7-azaspiro[3.5]nonane-2-carbonitrile